(2R,3S)-3-((2-chloro-6-fluorothiazolo[5,4-b]pyridin-5-yl)oxy)butan-2-yl (2-methylpyrimidin-5-yl)carbamate CC1=NC=C(C=N1)NC(O[C@H](C)[C@H](C)OC1=C(C=C2C(=N1)SC(=N2)Cl)F)=O